tert-butyl-1,4-dioxane C(C)(C)(C)C1OCCOC1